Di(heptadecan-9-yl)8,8'-(11,24,29,42-tetraoxo-10,25,28,43-tetraoxa-19,34-diazadopentacontane-19,34-diyl)dioctanoate CCCCCCCCC(CCCCCCCC)OC(CCCCCCCN(CCCCCCCC(OCCCCCCCCC)=O)CCCCC(OCCOC(CCCCN(CCCCCCCC(OCCCCCCCCC)=O)CCCCCCCC(=O)OC(CCCCCCCC)CCCCCCCC)=O)=O)=O